C(C1=CC=CC=C1)N1C[C@@H](O[C@](C1)(CO[Si](C(C)C)(C(C)C)C(C)C)COC(C1=CC=CC=C1)(C1=CC=C(C=C1)OC)C1=CC=C(C=C1)OC)N1C(NC(C(=C1)C)=O)=O 1-[(2R,6S)-4-benzyl-6-[[bis(4-methoxyphenyl)-phenyl-methoxy]methyl]-6-(triisopropylsilyloxymethyl)morpholin-2-yl]-5-methyl-pyrimidine-2,4-dione